C(C)(C)C1=C(CC=2C(=NC(=NC2)N)NC2CCN(CC2)C)C=C(C(=C1)OC)OC 5-(2-Isopropyl-4,5-dimethoxy-benzyl)-N4-(1-methyl-piperidin-4-yl)-pyrimidine-2,4-diamine